ClC1=C(C=C(C=C1)C1=CC(=CC=C1)COC=1C=C2CN(C(C2=CC1)=O)C1CCCC1)C(=O)NCCS(=O)(=O)O 2-[(2-Chloro-5-{3-[(2-cyclopentyl-1-oxoisoindolin-5-yloxy)methyl]phenyl}phenyl)carbonylamino]ethanesulfonic acid